ClC1=C(C=C(C[NH-])C=C1)C(F)(F)F 4-chloro-3-trifluoromethyl-benzylamide